2-tert-Butyl 3-ethyl (1R,3S,5S)-5-(hydroxymethyl)-2-azabicyclo[3.1.0]hexane-2,3-dicarboxylate OC[C@]12C[C@H](N([C@@H]2C1)C(=O)OC(C)(C)C)C(=O)OCC